CN1N=CC(=C1)C1=CC=CC(=N1)C(=O)Cl 6-(1-Methyl-1H-pyrazol-4-yl)picolinoyl chloride